N(=[N+]=[N-])[C@H]1C(C[C@@](C1)(C(=O)N(C)OC)CC1=CC(=CC=C1)C1=NC=CC=N1)(F)F |o1:3,6| (1R*,4R*)-4-azido-3,3-difluoro-N-methoxy-N-methyl-1-(3-(pyrimidin-2-yl)benzyl)cyclopentane-1-carboxamide